CC=1C(=CN2N=C(N=C(C21)NC2=NC=NC=C2)C=2N(C=CN2)C)C=2C=NC=CC2 5-Methyl-2-(1-methyl-1H-imidazol-2-yl)-6-(pyridin-3-yl)-N-(pyrimidin-4-yl)pyrrolo[2,1-f][1,2,4]triazin-4-amine